BrC=1SC2=C(N1)CCCC2(C)OC 2-bromo-7-methoxy-7-methyl-5,6-dihydro-4H-1,3-benzothiazole